(S)-4-Chloro-N-ethyl-N-(3-methyl-1-(pyrrolidin-1-yl)butan-2-yl)benzamide ClC1=CC=C(C(=O)N([C@H](CN2CCCC2)C(C)C)CC)C=C1